(S)-5-((4-((2-hydroxy-1-phenylethyl)amino)-5-(5-(pyridin-3-yl)-1,3,4-oxadiazol-2-yl)pyrimidin-2-yl)amino)-3,3-dimethylisoindolin-1-one OC[C@H](C1=CC=CC=C1)NC1=NC(=NC=C1C=1OC(=NN1)C=1C=NC=CC1)NC=1C=C2C(NC(C2=CC1)=O)(C)C